N-methoxy-(phenylethyl)-pyrazolecarboxamide CONC(=O)C1=NNC=C1CCC1=CC=CC=C1